2,6,6-trimethylcyclohexa-1,3-diene-1-carboxylate CC1=C(C(CC=C1)(C)C)C(=O)[O-]